ClC=1C=C(C=CC1)NC(=O)N1CCC(CC1)N1CC(C1)(N1N=CC(=C1)C=1C2=C(N=CN1)NC=C2)CC#N N-(3-chlorophenyl)-4-{3-(cyanomethyl)-3-[4-(7H-pyrrolo[2,3-d]pyrimidin-4-yl)-1H-pyrazol-1-yl]azetidin-1-yl}piperidine-1-carboxamide